4-(4-(1-(4-((S)-2-(3-Chloro-4-cyanophenyl)-3-methyl-2,8-diazaspiro[4.5]decane-8-yl)benzoyl)piperidin-4-yl)piperazin-1-yl)-N-(2,6-dioxopiperidin-3-yl)-2-fluorobenzamide ClC=1C=C(C=CC1C#N)N1CC2(C[C@@H]1C)CCN(CC2)C2=CC=C(C(=O)N1CCC(CC1)N1CCN(CC1)C1=CC(=C(C(=O)NC3C(NC(CC3)=O)=O)C=C1)F)C=C2